N-ethyl-Sulfuric Diamide C(C)NS(N)(=O)=O